C(C=CCCCCCCCCCCCCCCC)(=O)[O-].[Zn+2].C(C=CCCCCCCCCCCCCCCC)(=O)[O-] zinc 2-octadecenate